CC(=CCC1=C(C=CC(=C1OC)C2COC3C=C(C=C(C3C2=O)O)O)O)C The molecule is a hydroxyisoflavanone that is isoflavanone substituted by hydroxy groups at positions 5, 7 and 4', a methoxy substituent at position 2' and a prenyl group at position 3'. It has a role as an antimicrobial agent, a cyclooxygenase 1 inhibitor and a metabolite. It is a hydroxyisoflavanone and a methoxyisoflavanone.